5-(2-isopropylaminobutyryl)-8-benzyloxyquinolone tert-butyl-(3-((1-((tert-butyldiphenylsilyl)oxy)-3-cyanopropan-2-yl)amino)propyl)(methyl)-carbamate C(C)(C)(C)OC(N(C)CCCNC(CO[Si](C1=CC=CC=C1)(C1=CC=CC=C1)C(C)(C)C)CC#N)=O.C(C)(C)NC(C(=O)C1=C2C=CC(NC2=C(C=C1)OCC1=CC=CC=C1)=O)CC